C(C)(C)(C)OC(=O)NC(C(=O)O)CCCCC 2-((tert-butoxycarbonyl)amino)heptanoic acid